1,3-butanediol rac-ethyl-(1S*,2S*)-2-(5-fluoro-4-methylpyrimidin-2-yl)cyclopropane-1-carboxylate C(C)[C@]1([C@H](C1)C1=NC=C(C(=N1)C)F)C(=O)O.C(CC(C)O)O |r|